CN1N=C2C(NCCC2=C1C1=NC(=CC=C1)C(F)(F)F)C 2,7-dimethyl-3-[6-(trifluoromethyl)pyridine-2-yl]-4,5,6,7-tetrahydropyrazolo[3,4-c]pyridine